Racemic-tert-butyl (3-(4-(2,6-dioxopiperidin-3-yl)benzofuran-2-yl)prop-2-yn-1-yl)carbamate O=C1NC(CC[C@@H]1C1=CC=CC2=C1C=C(O2)C#CCNC(OC(C)(C)C)=O)=O |r|